C1(CC1)N1C(=NN=C1)C1=CC=CC(=N1)C1C(NC2=C(O1)C=C(C(=C2)C(=O)N)F)=O (6-(4-cyclopropyl-4H-1,2,4-triazol-3-yl)pyridin-2-yl)-7-fluoro-3-oxo-3,4-dihydro-2H-benzo[b][1,4]oxazine-6-carboxamide